2-(4-(6-(4-chloro-2-fluorobenzyloxy)pyridin-2-yl)-2-fluorobenzyl)-1-(oxazol-5-ylmethyl)-1H-benzo[d]imidazole-6-carboxylic acid ClC1=CC(=C(COC2=CC=CC(=N2)C2=CC(=C(CC3=NC4=C(N3CC3=CN=CO3)C=C(C=C4)C(=O)O)C=C2)F)C=C1)F